(2r,6s)-4-[8-({8-fluoro-2-methylimidazo[1,2-a]pyridin-6-yl}carbamoyl)-3-methoxycinnolin-5-yl]-2,6-dimethylpiperazine-1-carboxylic acid tert-butyl ester C(C)(C)(C)OC(=O)N1[C@@H](CN(C[C@@H]1C)C1=C2C=C(N=NC2=C(C=C1)C(NC=1C=C(C=2N(C1)C=C(N2)C)F)=O)OC)C